diethoxyphenyl-silane C(C)O[SiH](C1=CC=CC=C1)OCC